5-(((S)-1-(((R)-1-((3R,4R)-1-(5-cyclopropylpyrimidin-2-yl)-3-hydroxypiperidin-4-yl)-2-oxopyrrolidin-3-yl)oxy)propan-2-yl)amino)-4-(trifluoromethyl)pyridazin-3(2H)-one C1(CC1)C=1C=NC(=NC1)N1C[C@H]([C@@H](CC1)N1C([C@@H](CC1)OC[C@H](C)NC1=C(C(NN=C1)=O)C(F)(F)F)=O)O